C(CCCC)OC1=C(C(=C(C=C1)B(O)O)F)F 4-pentoxy-2,3-difluorophenylboronic acid